FC(C=1C=CC=C(C1)C(F)(F)F)(F)F 3,5-bis(trifluoromethyl)benzol